C(C)(=O)ON=C(C(=O)C1=CC=C(C=C1)SC1=CC=CC=C1)CCCCCC N-acetoxy-1-(4-phenylsulfanylphenyl)octan-1-one-2-imine